2-(1,6,7,8-tetrahydro-2H-indeno[5,4-b]furan-8-ylidene)acetonitrile C1C2=C(OC1)C=CC=1CCC(C12)=CC#N